N1C=CC=2C1=NC=C(C2)OC=2C(=C(C(=O)N)C=CC2)S(=O)(=O)C2=CC(=C(C=C2)NCC2CCOCC2)C(F)(F)F 1H-pyrrolo[2,3-b]pyridin-5-yloxy{[4-[(tetrahydro-2H-pyran-4-ylmethyl)amino]-3-(trifluoromethyl)phenyl]sulfonyl}benzamide